2H,3H,4H-pyrido[3,2-b][1,4]oxazine-4-carboxylate O1C2=C(N(CC1)C(=O)[O-])N=CC=C2